COC1=CC=C(C=C1)C1=CC=CC=2C3=CC=CC=C3C3(C12)C1=CC=CC=C1C=1C=CC=CC13 (4-methoxyphenyl)-9,9'-spirobifluorene